C1=CC=C(C(=C1)CCl)CCl α,α-dichloro-o-xylene